FC=1C=C(C=2[C@H](CC[C@@H](C2C1)F)C=1C2=C(C(=NC1)C=1C(=NC=CC1)C)[C@@H]([C@@H](C2)F)O)C#N (5s,8s)-3,5-difluoro-8-[(6r,7s)-6-fluoro-7-hydroxy-1-(2-methylpyridin-3-yl)-5H,6H,7H-cyclopenta[c]pyridin-4-yl]-5,6,7,8-tetrahydronaphthalene-1-carbonitrile